OC[C@@]1(COC[C@@H](O1)N1C(N=C(C=C1)C1=C(C(=O)N)C=CC=C1)=O)CO[Si](C(C)C)(C(C)C)C(C)C [1-[(2R,6R)-6-(hydroxymethyl)-6-(triisopropylsilyloxymethyl)-1,4-dioxan-2-yl]-2-oxo-pyrimidin-4-yl]benzamide